BrC1=CC2=C(N=C(N=C2O)C)C(=N1)OC 6-bromo-8-methoxy-2-methyl-pyrido[3,4-d]pyrimidin-4-ol